(3aR,5s,6aS)-N-(6-pyrrolidin-1-ylpyridazin-3-yl)-2-(tetrahydro-pyran-4-ylmethyl)-3,3a,4,5,6,6a-hexahydro-1H-cyclopenta[c]pyrrol-5-amine N1(CCCC1)C1=CC=C(N=N1)NC1C[C@@H]2[C@@H](CN(C2)CC2CCOCC2)C1